C(C)(=O)C(C(=O)O)(CCN)N alpha-acetyl-L-2,4-diaminobutyric acid